methylbicyclo[2.2.1]hept-5-ene-2,3-dicarboxylic acid CC12C(C(C(C=C1)C2)C(=O)O)C(=O)O